5-[[2-[(2S,5R)-2-cyclohexyl-5-methyl-1-piperidyl]-2-oxo-acetyl]amino]pyridine-3-carboxamide C1(CCCCC1)[C@H]1N(C[C@@H](CC1)C)C(C(=O)NC=1C=C(C=NC1)C(=O)N)=O